C1CS(=O)(=O)OCOS1(=O)=O methylene 1,2-ethanedisulfonate